4-nitrophenyl 2-iodoacetate ICC(=O)OC1=CC=C(C=C1)[N+](=O)[O-]